1-((4-((3-methoxybenzyl)(4-morpholinophenylmethyl)amino)pyridin-2-yl)methyl)piperazin-2-one COC=1C=C(CN(C2=CC(=NC=C2)CN2C(CNCC2)=O)CC2=CC=C(C=C2)N2CCOCC2)C=CC1